methyl 4-[[5-methyl-1-(2-trimethylsilylethoxymethyl)imidazol-4-yl]sulfonimidoyl]benzoate CC1=C(N=CN1COCC[Si](C)(C)C)S(=O)(=N)C1=CC=C(C(=O)OC)C=C1